BrC1(C(C=C(S1)C=1SC=CC1)(CCCCCCCCCCCCCC)CCCCCCCCCCCCCC)Br 5,5-dibromo-4,4-di(tetradecyl)-2,2-bithiophene